methyl 4-((3-bromo-7-(butylamino)-5-((methoxy-carbonyl)amino)-1H-pyrazolo[4,3-d]pyrimidin-1-yl)methyl)-3-cyclopropoxybenzoate BrC1=NN(C2=C1N=C(N=C2NCCCC)NC(=O)OC)CC2=C(C=C(C(=O)OC)C=C2)OC2CC2